OCCC=1C=NN(C1)C1=NC(=NC=C1)C1=NN(C2=CC=C(C=C12)C#N)C1OCCCC1 3-[4-[4-(2-hydroxyethyl)pyrazol-1-yl]pyrimidin-2-yl]-1-Tetrahydropyran-2-yl-indazole-5-carbonitrile